2,3-dihydro-1H-indene-5-carbaldehyde C1CCC2=CC(=CC=C12)C=O